tert-butyl 2-(1-benzyl-2,5-dioxo-pyrrolidin-3-yl)pyrrole-1-carboxylate C(C1=CC=CC=C1)N1C(C(CC1=O)C=1N(C=CC1)C(=O)OC(C)(C)C)=O